FC=1C=CC(=C(C1)NS(=O)(=O)C1=CC=C(C=C1)S(=O)(=O)N(C)C)N1C(CCCC1)C N1-(5-fluoro-2-(2-methylpiperidin-1-yl)phenyl)-N4,N4-dimethylbenzene-1,4-disulfonamide